fluoranthen-2-yl-boronic acid C1=C(C=C2C=CC=C3C4=CC=CC=C4C1=C23)B(O)O